((2R,3R,4S,5R)-4-acetoxy-5-(2-amino-7-isobutyl-8-oxo-7,8-dihydro-9H-purin-9-yl)-3-fluorotetrahydrofuran-2-yl)methyl acetate C(C)(=O)OC[C@H]1O[C@H]([C@@H]([C@@H]1F)OC(C)=O)N1C2=NC(=NC=C2N(C1=O)CC(C)C)N